CN1N=CC(=C1)C(=O)NC1=CC(=CC=C1)C=1OC(=NN1)NC1=CC=C(C=C1)C=1C=NNC1 1-methyl-N-[3-[5-[4-(1H-pyrazol-4-yl)anilino]-1,3,4-oxadiazol-2-yl]phenyl]pyrazole-4-carboxamide